N-(2-(2-chloropyridin-4-yl)-1,1,1-trifluoropropan-2-yl)-2-methylpropane-2-sulfinamide ClC1=NC=CC(=C1)C(C(F)(F)F)(C)NS(=O)C(C)(C)C